CC=1OC(CC1C(=O)NC1=C(C=CC=C1)C)C=C 2-methyl-N-(2-methyl-phenyl)-5-vinyl-4,5-dihydrofuran-3-carboxamide